(3-((5-(pyrimidin-5-yl)pyridin-2-yl)methyl)-1,2,3-oxadiazol-3-ium-5-yl)((3-(trifluoromethyl)phenyl)carbamoyl)amide N1=CN=CC(=C1)C=1C=CC(=NC1)C[N+]1=NOC(=C1)[N-]C(NC1=CC(=CC=C1)C(F)(F)F)=O